1-methyl-4-[4-(3-methylpiperidin-4-yl)pyrido[3,2-d]pyrimidin-7-yl]piperazine dihydrochloride Cl.Cl.CN1CCN(CC1)C1=CC=2N=CN=C(C2N=C1)C1C(CNCC1)C